C([O-])([O-])=O.[K+].ClC=1C=C2C(=NC1N1N=CC=N1)N(C=C2C(=O)C=2C=NN(C2C(F)(F)F)C2=C1C(=CN=C2)SC=C1)C1COC1.[K+] [5-chloro-1-(oxetan-3-yl)-6-(2H-1,2,3-triazol-2-yl)-1H-pyrrolo[2,3-b]pyridin-3-yl][1-(thieno[2,3-c]pyridin-4-yl)-5-(trifluoromethyl)-1H-pyrazol-4-yl]methanone Potassium carbonate